ClC1=C(C=CC=2N=C(SC21)C)C2=CNC=1N=C(N=C(C12)C#N)N1CCC(CC1)(C1=C(C=CC=C1)F)NC([O-])=O (1-(5-(7-chloro-2-methylbenzo[d]thiazol-6-yl)-4-cyano-7H-pyrrolo[2,3-d]pyrimidin-2-yl)-4-(2-fluorophenyl)piperidin-4-yl)carbamate